O1C=NC=C1C1(CC1)C=O (1-(oxazol-5-yl)cyclopropyl)methanone